3-(5-(2-Chloro-7-ethoxyquinolin-3-yl)-3-(4-iodophenyl)-4,5-dihydro-1H-pyrazol-1-yl)benzoic acid ClC1=NC2=CC(=CC=C2C=C1C1CC(=NN1C=1C=C(C(=O)O)C=CC1)C1=CC=C(C=C1)I)OCC